C(C)(C)(C)OC(NCCCCC(C1=CC2=C(NC(O2)=O)C=C1)=O)=O.O=C1OC2=C(N1)C=CC(=C2)C2N(CCCC2)C(=O)NCCCCC2=CC=CC=C2 2-(2-Oxo-3H-1,3-benzoxazol-6-yl)-N-(4-phenylbutyl)piperidine-1-carboxamide tert-Butyl-N-[5-oxo-5-(2-oxo-3H-1,3-benzoxazol-6-yl)pentyl]carbamate